C(N)(=O)C=1C=C(C=CC1)NC(=O)C=1C(=NC=C(C1)C(F)(F)F)N1CCC2(CC2)C(C1)(F)F N-(3-carbamoylphenyl)-2-(8,8-difluoro-6-aza-spiro[2.5]octan-6-yl)-5-(trifluoro-methyl)-pyridine-3-carboxamide